(R)-1-hydroxybutan-2-aminium OC[C@@H](CC)[NH3+]